(3-cyano-4-fluorophenyl)-1,2,4-trimethyl-5-(2-oxo-2-(prop-2-yn-1-ylamino)acetyl)-1H-pyrrole-3-carboxamide C(#N)C=1C=C(C=CC1F)NC(=O)C1=C(N(C(=C1C)C(C(NCC#C)=O)=O)C)C